2-[2-chloro-4-(trifluoromethoxy)phenoxy]-N-(1-methyl-2-oxo-4-pyridinyl)-5-(trifluoromethyl)pyridine-3-carboxamide ClC1=C(OC2=NC=C(C=C2C(=O)NC2=CC(N(C=C2)C)=O)C(F)(F)F)C=CC(=C1)OC(F)(F)F